CC=1\C(\C(N(N1)C1=CC=CC=C1)=O)=C/C1=C(C=CC=C1)C (E)-5-methyl-4-(2-methylbenzylidene)-2-phenyl-2,4-dihydro-3H-pyrazol-3-one